7-[5-[[1-[(E)-2-(aminomethyl)-3-fluoro-allyl]-5-oxo-1,2,4-triazol-4-yl]methyl]-2-thienyl]-4H-1,4-benzothiazin-3-one hydrochloride Cl.NC/C(/CN1N=CN(C1=O)CC1=CC=C(S1)C1=CC2=C(NC(CS2)=O)C=C1)=C\F